BrC=1C=C(C(=C(C1)C(C)C)OC)C(C)C 5-bromo-1,3-diisopropyl-2-methoxybenzene